FC(C1(CC1)NC(=O)C1=NC=CC(=C1)NC(CC1=CC2=C(C(C(O2)=O)(C)C)C=C1C)=O)(F)F N-[1-(trifluoromethyl)cyclopropyl]-4-[[2-(3,3,5-trimethyl-2-oxo-benzofuran-6-yl)acetyl]amino]pyridine-2-carboxamide